NC1=NC=C(C2=C1C(=C(N2C)C2=CC=C(C=C2)NC(=O)C(=C)F)C2=CC(=C(C(=O)NCC(F)(F)F)C=C2)OC)C#CCOC2CC2 4-{4-amino-7-[3-(cyclopropyloxy)prop-1-ynyl]-2-{4-[(2-fluoroacrylamino)]phenyl}-1-methylpyrrolo[3,2-c]pyridin-3-yl}-2-methoxy-N-(2,2,2-trifluoroethyl)benzamide